C(C)N1C(C2=C3C(C(=CC=C13)NCC1=CC=C(C=C1)F)=CC=C2)=O 1-ethyl-6-((4-fluorobenzyl)amino)benzo[cd]indol-2(1H)-one